BrC(C(=O)OCC(C(=O)OCCOCC=C)(C)COC(C(C)(C)Br)=O)(C)C 2,2-bis[(2-bromoisobutyryloxy)methyl]propionic acid, 2-(allyloxy)ethyl ester